CNC=1C(=CC2=C(N(C=N2)COCC[Si](C)(C)C)C1)C#N 6-(methylamino)-1-((2-(trimethylsilyl)ethoxy)Methyl)-1H-benzo[d]Imidazole-5-carbonitrile